3-(((1-allyl-2-oxo-1,2-dihydropyridin-3-yl)methyl)amino)propionic acid C(C=C)N1C(C(=CC=C1)CNCCC(=O)O)=O